NC1=CC=C(C=C1)S(=O)(C)=NC(OC(C)(C)C)=O tert-butyl ((4-aminophenyl)(methyl)(oxo)-λ6-sulfaneylidene)carbamate